2-(4-((4'-(1,1,1,3,3,3-hexafluoro-2-hydroxypropan-2-yl)-2-methyl-[1,1'-biphenyl]-4-yl)methyl)-1-(pyridin-4-ylmethyl)piperazin-2-yl)-N-isopropylacetamide FC(C(C(F)(F)F)(O)C1=CC=C(C=C1)C1=C(C=C(C=C1)CN1CC(N(CC1)CC1=CC=NC=C1)CC(=O)NC(C)C)C)(F)F